P(=O)(OC)(OC1=C(C=CC=C1)Cl)OC[C@@H](COCCCCCCCCCCCCCCCCCC)OCC1=CC(=CC(=C1)F)C#N methyl (2-chlorophenyl) ((R)-2-((3-cyano-5-fluorobenzyl)oxy)-3-(octadecyloxy)propyl) phosphate